2-(4-Hydroxymethyl-piperidin-1-yl)-1-propyl-8-[1-(3-trifluoromethyl-benzyl)-1H-pyrazol-4-yl]-1,7-dihydro-purin-6-one OCC1CCN(CC1)C=1N(C(C=2NC(=NC2N1)C=1C=NN(C1)CC1=CC(=CC=C1)C(F)(F)F)=O)CCC